OC1=CC=C2CCC(NC2=C1)=O 7-hydroxyl-3,4-dihydro-2(1H)-quinolinone